CN(C(OCC#CBr)=O)CC(NCCCCCCNC(C1=CC=C(C=C1)S(N)(=O)=O)=O)=O 3-Bromoprop-2-yn-1-yl methyl(2-oxo-2-((6-(4-sulfamoylbenzamido)hexyl)amino)ethyl)carbamate